(1s,4s)-M-(2-chloro-5-((1-methyl-1H-pyrazol-4-yl)ethynyl)pyridin-4-yl)-N4-(2-fluoroethyl)cyclohexane-1,4-diamine ClC1=NC=C(C(=C1)C1C[C@H](CC[C@@H]1NCCF)N)C#CC=1C=NN(C1)C